Cl.COC1=C(C=C(C=C1)C(F)(F)F)CN (2-methoxy-5-(trifluoromethyl)phenyl)methanamine hydrochloride